5-t-butyl-2,3-dichlorobenzene C(C)(C)(C)C=1C=C(C(=CC1)Cl)Cl